ClC1=C(C=C(C(=C1)NC1CC1)N)F 5-Chloro-N1-cyclopropyl-4-fluorobenzene-1,2-diamine